4-({4-[(3S)-3-(dimethylamino)pyrrolidin-1-yl]pyrimidin-2-yl}amino)-2-fluoro-N-(8-methylisoquinolin-1-yl)-N-[(3R)-piperidin-3-yl]benzamide CN([C@@H]1CN(CC1)C1=NC(=NC=C1)NC1=CC(=C(C(=O)N([C@H]2CNCCC2)C2=NC=CC3=CC=CC(=C23)C)C=C1)F)C